FC=1C(=NC(=NC1)NC1=CC=C(C=C1)S(=O)(=O)N)N1C[C@H](OC2(CCC2)C1)C 4-({5-fluoro-4-[(6R)-6-methyl-5-oxa-8-azaspiro[3.5]nonan-8-yl]pyrimidin-2-yl}amino)benzenesulfonamide